3,5-dicarboxyl-phenylphosphoric acid C(=O)(O)C=1C=C(C=C(C1)C(=O)O)OP(O)(O)=O